ClC1=NN(C2=CC=C(C=C12)C(=O)O)C(F)F 3-chloro-1-(difluoromethyl)indazole-5-carboxylic acid